NCCC[Sn](CC)(CCCN)CCCN Tris(3-aminopropyl)ethyl-tin